1-(3-(1-((5-(5-(difluoromethyl)-1,3,4-oxadiazol-2-yl)-3-fluoropyridin-2-yl)methyl)-1H-1,2,3-triazol-4-yl)phenyl)-N,N-dimethylmethylamine FC(C1=NN=C(O1)C=1C=C(C(=NC1)CN1N=NC(=C1)C=1C=C(C=CC1)CN(C)C)F)F